CC(C)(C)CCN[C@@H](CC(=O)O)C(=O)N[C@@H](CC1=CC=CC=C1)C(=O)OC N-[N-(3,3-dimethylbutyl)-L-α-aspartyl]-L-phenylalanine 1-methyl ester